methyl (2R,3S,4S,5R)-3-(2-methoxy-3-(trifluoromethyl)phenyl)-4,5-dimethyl-5-(trifluoromethyl)tetrahydrofuran-2-carboxylate COC1=C(C=CC=C1C(F)(F)F)[C@H]1[C@@H](O[C@]([C@H]1C)(C(F)(F)F)C)C(=O)OC